8-methyl-2,3-dihydro-1H-pyrido[2,3-b][1,4]oxazine-1-carboxylate CC1=CC=NC=2OCCN(C21)C(=O)[O-]